3-methyl-butanoic acid ethyl ester C(C)OC(CC(C)C)=O